C(C)N1C[C@@H](C[C@@H](C1)C)NC=1C(N(C(=NN1)C1=C(C=C(C=C1)C(F)(F)F)O)C)=O 6-[[(3R,5S)-1-Ethyl-5-methyl-3-piperidyl]amino]-3-[2-hydroxy-4-(trifluoromethyl)phenyl]-4-methyl-1,2,4-triazin-5-one